4-methyl-2,4-bis(4-aminophenyl)pentane CC(CC(C)C1=CC=C(C=C1)N)(C)C1=CC=C(C=C1)N